N[C@H](C=1N=C2N(N=C(C(=C2)C(F)(F)F)CC2(C(NC[C@@H](C2)C(F)(F)F)=O)C(=O)OC)C1)C1CCC(CC1)C methyl (5R)-3-((2-((S)-amino((1r,4S)-4-methylcyclohexyl)methyl)-7-(trifluoromethyl)imidazo[1,2-b]pyridazin-6-yl)methyl)-2-oxo-5-(trifluoromethyl)piperidine-3-carboxylate